(5s,7r)-2-(5-fluoro-2-pyridinyl)-5,7-dimethyl-3-(6-methyl-1H-pyrazolo[3,4-b]pyridin-4-yl)-6,7-dihydro-5H-pyrazolo[5,1-b][1,3]oxazine FC=1C=CC(=NC1)C1=NN2C(O[C@H](C[C@H]2C)C)=C1C1=C2C(=NC(=C1)C)NN=C2